CC1=NC(=CC=C1OC1CCCCC1)C=1C=NN(C1COC(N(C[C@H](CC)C)C)=O)C (1S,3S)-3-((2-Methyl-6-(1-methyl-5-(((methyl((S)-2-methylbutyl)carbamoyl)oxy)methyl)-1H-pyrazol-4-yl)pyridin-3-yl)oxy)cyclohexan